N-(3-ethynylphenyl)-7,8,10,11,13,14-hexahydro-[1,4,7,10]tetraoxacyclododecino[2,3-g]quinazolin-4-amine C(#C)C=1C=C(C=CC1)NC1=NC=NC2=CC3=C(C=C12)OCCOCCOCCO3